4-fluoro-N-methyl-6-(2-methylimidazo[1,2-b]pyridazin-6-yl)-N-[(2S)-2-methylpiperidin-4-yl]-1,3-benzothiazol-2-amine hydrochloride Cl.FC1=CC(=CC2=C1N=C(S2)N(C2C[C@@H](NCC2)C)C)C=2C=CC=1N(N2)C=C(N1)C